((S)-1-(2,4-dimethoxybenzyl)-2-(1-methyl-1H-1,2,3-triazol-4-yl)-2'-(trifluoromethyl)-4',5'-dihydrospiro[piperidine-4,7'-thieno[2,3-c]pyran]-3'-yl)ethan-1-ol COC1=C(CN2C(C[C@@]3(OCCC4=C3SC(=C4C(C)O)C(F)(F)F)CC2)C=2N=NN(C2)C)C=CC(=C1)OC